P(=O)(O)(O)OC[C@@H]1[C@H](C[C@@H](O1)N1C(N=C2C(=O)N=C(N)N=C12)=O)O 8-oxo-2'-deoxyguanosine-5'-monophosphate